FC1=C(C=CC=C1F)[C@@H]1N(OCC1)C1=CC(=NC=N1)NC1=C(C=C(C=C1)N1CCC(CC1)N1[C@@H](CN(CC1)C)C)OC 6-((R)-3-(2,3-difluorophenyl)isoxazolidin-2-yl)-N-(4-(4-((R)-2,4-dimethylpiperazine-1-yl)piperidin-1-yl)-2-methoxyphenyl)pyrimidin-4-amine